OC1(CC(C(C(C1)O)O)O)C(=O)NC(C1=C(C(=CC(=C1)O)C(=O)O)O)=O N-(1,3,4,5-tetrahydroxycyclohexylcarbonyl)3-carboxy-2,5-dihydroxybenzamide